2-chloro-6-((2-(trimethylsilyl)ethoxy)methoxy)benzaldehyde ClC1=C(C=O)C(=CC=C1)OCOCC[Si](C)(C)C